propenyl-tripropylammonium hydroxide [OH-].C(=CC)[N+](CCC)(CCC)CCC